ClC1=C(C(=NN1C1=CC=CC=C1)N=CN(C)C)C=O N'-(5-chloro-4-formyl-1-phenyl-1H-pyrazol-3-yl)-N,N-dimethylformimidamide